NC1=NC(=NC=C1)C=1C(=NN(C1O[C@H](CCNC1=C(C=NC(=C1)Cl)C1=NC=C(C=C1)N1CCC(CC1)N(C)C)C)C)C (S)-N-(3-((4-(4-Aminopyrimidin-2-yl)-1,3-dimethyl-1H-pyrazol-5-yl)oxy)butyl)-6'-chloro-5-(4-(dimethylamino)piperidin-1-yl)-[2,3'-bipyridin]-4'-amine